1-(3,5-difluorophenyl)cyclobutylmethylamine FC=1C=C(C=C(C1)F)C1(CCC1)CN